2-(5-(cyclopropylmethyl)-3-(6-fluoro-4'-methoxy-3'-methyl-[1,1'-biphenyl]-3-yl)-4-(3-fluoro-4-sulfamoylbenzyl)-1H-pyrazol-1-yl)thiazole-4-carboxylic acid C1(CC1)CC1=C(C(=NN1C=1SC=C(N1)C(=O)O)C=1C=C(C(=CC1)F)C1=CC(=C(C=C1)OC)C)CC1=CC(=C(C=C1)S(N)(=O)=O)F